(7-chloro-4-methoxy-2,6-naphthyridin-1-yl)ethan-1-one ClC1=NC=C2C(=CN=C(C2=C1)C(C)=O)OC